(R)-3-((6-(2-(ethoxymethoxy)-4,6-dimethylphenyl)-1,2,4-triazin-3-yl)amino)piperidin C(C)OCOC1=C(C(=CC(=C1)C)C)C1=CN=C(N=N1)N[C@H]1CNCCC1